C(C)(CC)C1=C(C(C=C1)(C(C)CC)[Sr]C1(C(=C(C=C1)C(C)CC)C(C)CC)C(C)CC)C(C)CC Bis(tri-sec-butyl-cyclopentadienyl)Strontium